4-Hydroxyphenylbenzylmethylsulfonium hexafluorophosphate F[P-](F)(F)(F)(F)F.OC1=CC=C(C=C1)[S+](C)CC1=CC=CC=C1